ClC1=C(C=C(C=C1)N(C(/C=C/C(=O)[O-])=O)C)CC (E)-4-((4-chloro-3-ethylphenyl) (methyl) amino)-4-oxobut-2-enoate